C(C)(C)(C)OC(=O)N1CC(C(C1)C(F)(F)F)OC=1C=C2CN(C(C2=CC1)=O)C1C(N(C(CC1)=O)CC1=CC=C(C=C1)OC)=O.FC(CCOCC1=CC=CC=C1)(C#C)F (((3,3-difluoropent-4-yn-1-yl)oxy)methyl)benzene Tert-butyl-3-((2-(1-(4-methoxybenzyl)-2,6-dioxopiperidin-3-yl)-1-oxoisoindolin-5-yl)oxy)-4-(trifluoromethyl)pyrrolidine-1-carboxylate